CC1(OB(OC1(C)C)[C@@H]1[C@H](C1)C=1C=NC(=NC1)C(F)(F)F)C 5-((1S,2S)-2-(4,4,5,5-tetramethyl-1,3,2-dioxaborolan-2-yl)cyclopropyl)-2-(trifluoromethyl)pyrimidine